N-(4-cyclobutyl-5-(3,3-difluorocyclobutyl)-1-methyl-1H-pyrazol-3-yl)-1-(trifluoromethyl)cyclopropane-1-carboxamide C1(CCC1)C=1C(=NN(C1C1CC(C1)(F)F)C)NC(=O)C1(CC1)C(F)(F)F